3,4-difluoro-N-(5-phenylisoxazol-3-yl)benzenesulfonamide FC=1C=C(C=CC1F)S(=O)(=O)NC1=NOC(=C1)C1=CC=CC=C1